1-(4-methoxyphenyl)-3-phenyl-3-hydroxy-1-propanone COC1=CC=C(C=C1)C(CC(O)C1=CC=CC=C1)=O